O[C@H](COC=1C=C(C=CC1)S(=O)(=O)NC)CNC1COC2(C1)CCN(CC2)S(=O)(=O)C=2N=CN(C2)C 3-((2S)-2-hydroxy-3-(8-(1-methyl-1H-imidazol-4-ylsulfonyl)-1-oxa-8-azaspiro[4.5]decan-3-ylamino)propoxy)-N-methylbenzenesulfonamide